5'-FLUORO-2',5'-DIDEOXYADENOSINE FC[C@@H]1[C@H](C[C@@H](O1)N1C=NC=2C(N)=NC=NC12)O